(R)-N-(1-(methylsulfonyl)piperidin-3-yl)-2-(6-phenylisoquinolin-3-yl)acetamide CS(=O)(=O)N1C[C@@H](CCC1)NC(CC=1N=CC2=CC=C(C=C2C1)C1=CC=CC=C1)=O